ClC1=CC=C2C(=CC(=NC2=C1C1=CC=CC=C1)N1[C@@H](CCC1)COCCC(=O)O)N1C=NC=C1 (S)-3-((1-(7-chloro-4-(1H-imidazol-1-yl)-8-phenylquinolin-2-yl)pyrrolidin-2-yl)methoxy)propionic acid